SCC(CCCC(OC1OCCCC1)C=1C=C(C=CC1)C[C@H](C(=O)OCC)C)(C)C ethyl (2R)-3-(3-(6-mercapto-5,5-dimethyl-1-((tetrahydro-2H-pyran-2-yl)oxy)hexyl)phenyl)-2-methylpropanoate